diethyl (2R,4S)-1-benzylazetidine-2,4-dicarboxylate C(C1=CC=CC=C1)N1[C@H](C[C@H]1C(=O)OCC)C(=O)OCC